CC1=CC=C(C=C1)C1=C(C=CC(=C1)F)C1=C(C(=NN1C)C)C(=O)N (4'-methyl-5-fluorobiphenyl-2-yl)-1,3-dimethyl-pyrazole-4-carboxamide